6-[3-(Bromomethyl)-1-[(2-chlorophenyl)methyl]-1H-pyrazol-5-yl]-1-methyl-1H-indazole BrCC1=NN(C(=C1)C1=CC=C2C=NN(C2=C1)C)CC1=C(C=CC=C1)Cl